C(CCCCC)N1C=[NH+]C=C1 1-normal hexylimidazolium